C(#N)C1=CC=2N(C=C1)C(=CN2)C2=C1CN(C(C1=C(C=C2)NC2=CC=C1C(=N2)CN(C12CCOCC2)C)=O)C(=O)OC(C)(C)C tert-butyl 4-(7-cyanoimidazo[1,2-a]pyridin-3-yl)-7-((6'-methyl-2,3,5,6,6',7'-hexahydrospiro[pyran-4,5'-pyrrolo[3,4-b]pyridin]-2'-yl) amino)-1-oxoisoindoline-2-carboxylate